5-((1-acetylpiperidin-4-yl)methoxy)-2-(isoindolin-2-ylmethyl)-4H-pyran-4-one C(C)(=O)N1CCC(CC1)COC=1C(C=C(OC1)CN1CC2=CC=CC=C2C1)=O